Ethyl 4-(pyridin-2-yl)tetrahydro-2H-pyran-4-carboxylate N1=C(C=CC=C1)C1(CCOCC1)C(=O)OCC